(S)-3-(((6-((4-(cyclobutylmethyl)phenyl)(methyl)amino)-1,2,3,4-tetrahydroisoquinolin-1-yl)methyl)amino)isonicotinic acid C1(CCC1)CC1=CC=C(C=C1)N(C=1C=C2CCN[C@@H](C2=CC1)CNC1=C(C(=O)O)C=CN=C1)C